{4-[(5-amino-5-oxo-amyl)amino]phenyl}-1-(4-methoxyphenyl)-7-oxo-4,5,6,7-tetrahydro-1H-pyrazolo[3,4-c]pyridine-3-formamide NC(CCCCNC1=CC=C(C=C1)C1C2=C(C(NC1)=O)N(N=C2C(=O)N)C2=CC=C(C=C2)OC)=O